COC(=O)C12C(C(C1)(C2)C(=O)OC)C=2C=CC=1N(N2)C=CN1.CC(CC(=O)C1=C(SC=C1)C#CC1=CC=CC=C1)=C 3-methyl-1-(2-(phenylethynyl)thiophen-3-yl)but-3-en-1-one Dimethyl-2-(imidazo[1,2-b]pyridazin-6-yl)bicyclo[1.1.1]pentane-1,3-dicarboxylate